BrC1=NC(=CC=C1)C1=NN=CN1C1=C(C=CC=C1)OC 2-bromo-6-(4-(2-methoxyphenyl)-4H-1,2,4-triazol-3-yl)pyridine